FC1=C(C(=O)N[C@@H](C(N2CCC3(C(CNC3=O)C3=CC=CC=C3)CC2)=O)C(C)C)C=C(C=C1)C(F)(F)F 2-fluoro-N-((2R)-3-methyl-1-oxo-1-(1-oxo-4-phenyl-2,8-diazaspiro[4.5]decan-8-yl)butan-2-yl)-5-(trifluoromethyl)benzamide